N-((1-benzylcyclobutyl)methyl)-4-oxo-3,4-dihydro-quinazoline-2-carboxamide C(C1=CC=CC=C1)C1(CCC1)CNC(=O)C1=NC2=CC=CC=C2C(N1)=O